4,6-dichloro-2-(1,1-difluoropropyl)pyrimidine ClC1=NC(=NC(=C1)Cl)C(CC)(F)F